C(C=C)(=O)O.C(C)(=O)N acetamide acrylate